C(CCCCCCC\C=C/C\C=C/CCCCC)(=O)OCCCCCCCCCCCCCCCCCCCCCCCCCCCCCCC(CC)C 31-methyltritriacontyl linoleate